(3R,3aR)-8-Fluoro-3-((isoxazol-3-ylamino)methyl)-7-thiomorpholino-3a,4-dihydro-1H,3H-benzo[b]oxazolo[3,4-d][1,4]oxazin-1-one FC1=CC2=C(OC[C@H]3N2C(O[C@@H]3CNC3=NOC=C3)=O)C=C1N1CCSCC1